isopropyl 1-((4'-(1,1,1,3,3,3-hexafluoro-2-hydroxypropan-2-yl)-2-methyl-[1,1'-biphenyl]-4-yl)methyl)-4-(pyridin-4-ylmethyl)-piperazine-2-carboxylate FC(C(C(F)(F)F)(O)C1=CC=C(C=C1)C1=C(C=C(C=C1)CN1C(CN(CC1)CC1=CC=NC=C1)C(=O)OC(C)C)C)(F)F